N(=[N+]=[N-])CCOCCOCC(COCC(=O)O)(C)COCCOCCN=[N+]=[N-] 2-(3-(2-(2-azidoethoxy)ethoxy)-2-((2-(2-azidoethoxy)ethoxy)methyl)-2-methylpropoxy)acetic acid